N.CC1=CC=C(C=C1)S(=O)(=O)O para-toluenesulfonic acid ammonia salt